hydroxyl isopropyl peroxide C(C)(C)OOO